(S)-quinuclidin-3-yl (2,2-dimethyl-5-(2-(trifluoromethyl)pyridin-4-yl)-2,3-dihydro-1H-inden-1-yl)carbamate CC1(C(C2=CC=C(C=C2C1)C1=CC(=NC=C1)C(F)(F)F)NC(O[C@@H]1CN2CCC1CC2)=O)C